1,4-bis(imidazole-1-ylmethylene)benzene N1(C=NC=C1)C=C1C=CC(C=C1)=CN1C=NC=C1